2-(tributylstannyl)benzo[d]thiazole C(CCC)[Sn](C=1SC2=C(N1)C=CC=C2)(CCCC)CCCC